4-(4-(2-(1-propenoylazetidin-3-yl)piperazin-1-yl)phenyl)-6-(1-(oxolan-3-yl)-1H-pyrazol-4-yl)pyrazolo[1,5-a]pyridine-3-carbonitrile C(C=C)(=O)N1CC(C1)C1N(CCNC1)C1=CC=C(C=C1)C=1C=2N(C=C(C1)C=1C=NN(C1)C1COCC1)N=CC2C#N